(1r,5s)-6-(1-isopropyl-3-(3-(trifluoromethyl)phenyl)-1H-1,2,4-triazol-5-yl)bicyclo[3.1.0]hexane-3-ol C(C)(C)N1N=C(N=C1C1[C@H]2CC(C[C@@H]12)O)C1=CC(=CC=C1)C(F)(F)F